o-formylphenyl-boric acid C(=O)C1=C(C=CC=C1)OB(O)O